4-(5-cyano-2-methoxyphenyl)-N-[6-(3,6-dihydro-2H-pyran-4-yl)-[1,3]thiazolo[4,5-b]pyrazin-2-yl]-6-methylpyridine-3-carboxamide C(#N)C=1C=CC(=C(C1)C1=C(C=NC(=C1)C)C(=O)NC=1SC=2C(=NC=C(N2)C=2CCOCC2)N1)OC